(S)-7-((2S,3S)-5-Chloro-3,6-difluoro-2-phenyl-2-((S)-pyrrolidin-2-yl)-2,3-dihydrobenzofuran-4-yl)-6-fluoro-2-methyl-2,4-dihydrochromeno[3,4-c]pyrazole-8-carboxamide ClC=1C(=CC2=C([C@@H]([C@@](O2)([C@H]2NCCC2)C2=CC=CC=C2)F)C1C=1C(=CC2=C(C1F)OCC1=NN(C=C12)C)C(=O)N)F